FC=1C=C(C=CC1F)C1=C2C=CN(C2=C(C=C1)C(=O)NCC1=CC=C(C(=O)O)C=C1)CC1=CC=C(C=C1)C(F)(F)F 4-((4-(3,4-difluorophenyl)-1-(4-(trifluoromethyl)benzyl)-1H-indole-7-carboxamido)methyl)benzoic acid